COC1=C(C=CC=C1)C1CNCCC1 3-(2-methoxyphenyl)piperidine